CC1=CC=C(C=C1)S(=O)(=O)OCCNC1=C2C(N(C(C2=CC=C1)=O)C1C(NC(CC1)=O)=O)=O 2-{[2-(2,6-dioxopiperidin-3-yl)-1,3-dioxo-2,3-dihydro-1H-isoindol-4-yl]amino}ethyl 4-methylbenzene-1-sulfonate